C(CCCCCCCCCCCCC)(=O)OCC(O)CO monoglyceryl monomyristate